1-(8-fluoro-7-(7-fluoro-8-((triisopropylsilyl)ethynyl)naphthalen-1-yl)-2-(methylsulfanyl)-6-nitroquinazolin-4-yl)-3-methylpiperidin-3-ol FC=1C(=C(C=C2C(=NC(=NC12)SC)N1CC(CCC1)(O)C)[N+](=O)[O-])C1=CC=CC2=CC=C(C(=C12)C#C[Si](C(C)C)(C(C)C)C(C)C)F